COCC=1C=C(C=CC1)C=1C(=CC(N(C1)C)=O)C=1C2=C(C(N(C1)C)=O)NC(=C2)C=2C=NN(C2)C(F)(F)F 4-(5-(3-(methoxymethyl)phenyl)-1-methyl-2-oxo-1,2-dihydropyridin-4-yl)-6-methyl-2-(1-(trifluoromethyl)-1H-pyrazol-4-yl)-1,6-dihydro-7H-pyrrolo[2,3-c]pyridin-7-one